N1=NC=CC2=CC=CN=C12 aza-naphthyridine